3-bromo-6-chloro-N-(4-(trifluoromethyl)phenyl)picolinamide Pyrazolemethanesulfonate N1N=C(C=C1)CS(=O)(=O)O.BrC=1C(=NC(=CC1)Cl)C(=O)NC1=CC=C(C=C1)C(F)(F)F